ClN1C(N(C(N(C1=O)Cl)=O)Cl)=O trichloro-s-triazine-2,4,6(1H,3H,5H)trione